2,3,3a,4,5,6,7,7a-octahydro-1H-isoindol C1NCC2CCCCC12